F.CC(O)CN methylethanolamine hydrogen fluoride salt